OC1=C(C=C(CC2C(NC(NC2=O)=S)=O)C=C1)OC 5-(4-hydroxy-3-methoxybenzyl)-2-thioxodihydropyrimidine-4,6(1H,5H)-dione